BrC=1C=CC(=NC1)NC(C1=C(C=CC(=C1)N1C=NN=C1)Cl)=O N-(5-bromopyridin-2-yl)-2-chloro-5-(4H-1,2,4-triazol-4-yl)benzamide